3-(4-Chloro-2-fluoro-5-mercaptophenyl)-1-methyl-6-trifluoromethyl-1H-pyrimidin-2,4-dion ClC1=CC(=C(C=C1S)N1C(N(C(=CC1=O)C(F)(F)F)C)=O)F